(2S,4R)-4-hydroxy-1-((S)-3-methyl-2-(3-(piperazin-1-yl)isoxazol-5-yl)butanoyl)-N-((S)-1-(4-(4-methylthiazol-5-yl)phenyl)ethyl)pyrrolidine-2-carboxamide O[C@@H]1C[C@H](N(C1)C([C@@H](C(C)C)C1=CC(=NO1)N1CCNCC1)=O)C(=O)N[C@@H](C)C1=CC=C(C=C1)C1=C(N=CS1)C